4-(1-hydroxycyclobutyl)picolinic acid OC1(CCC1)C1=CC(=NC=C1)C(=O)O